C(CCCCCCC)N1C(=C(C2=CC=CC=C12)C1(OC(=O)C2=CC=CN=C12)C1=C(N(C2=CC=CC=C12)CCCCCCCC)C)C 3,3-bis(1-n-octyl-2-methylindole-3-yl)-4-azaphthalide